C1(CCCCC1)P(C1CCCCC1)(C1CCCCC1)[Pd-2](P(C1CCCCC1)(C1CCCCC1)C1CCCCC1)(Cl)Cl bis(tricyclohexylphosphino)palladium (II) dichloride